5-[(Dimethylamino)methyl]-4-methyl-2,4-dihydro-3H-1,2,4-triazol-3-one CN(C)CC=1N(C(NN1)=O)C